FC(C=1C(=C(C=CC1)[C@@H](C)NC1=NC(=NC2=CC(=C(C=C12)OC)OCCN1CCOCC1)C)F)F (R)-N-(1-(3-(difluoromethyl)-2-fluorophenyl)ethyl)-6-methoxy-2-methyl-7-(2-morpholinoethoxy)quinazolin-4-amine